3,6-bis(carbazole-9-yl)-9-(2-ethyl-hexyl)-9H-carbazole C1=CC=CC=2C3=CC=CC=C3N(C12)C=1C=CC=2N(C3=CC=C(C=C3C2C1)N1C2=CC=CC=C2C=2C=CC=CC12)CC(CCCC)CC